OC(C(=O)O)=CC=CC=CCCCCCCCCCC 2-hydroxyheptadecatrienoic acid